ClC1=CC=C(N=N1)NCC1=CSC=2CN(CCC21)C(=O)OC(C)(C)C tert-Butyl 3-(((6-chloropyridazin-3-yl)amino)methyl)-4,7-dihydrothieno[2,3-c]pyridine-6(5H)-carboxylate